3-chloro-1-methyl-2-oxo-1,2-dihydroquinolin-7-yl triflate O(S(=O)(=O)C(F)(F)F)C1=CC=C2C=C(C(N(C2=C1)C)=O)Cl